(2-Aminophenyl)(1-(3-isopropylphenyl)-1H-1,2,3-triazol-4-yl)methanone NC1=C(C=CC=C1)C(=O)C=1N=NN(C1)C1=CC(=CC=C1)C(C)C